N1CC(CC1)C(=O)OC1=C(C(=CC(=C1)CCCCC)O)C\C=C(\CCC=C(C)C)/C (E)-2-(3,7-dimethylocta-2,6-dien-1-yl)-3-hydroxy-5-pentylphenyl pyrrolidine-3-carboxylate